2-bromo-3-methoxy-pyridine BrC1=NC=CC=C1OC